(S)-N-((3-(3-fluoro-4-(2-oxo-2-thia-6-azaspiro[3.3]hept-6-yl)phenyl)-2-oxooxazolidin-5-yl)methyl)cyclopropanecarboxamide FC=1C=C(C=CC1N1CC2(CS(C2)=O)C1)N1C(O[C@H](C1)CNC(=O)C1CC1)=O